Cl.N[C@@H](CCCNC(=O)N)C(=O)O citrulline-HCl